C(#N)C1=CC=C(C(=O)NC=2C=CC=C3C(=CNC23)C2=CC(=NC=C2)NC(=O)C2CC2)C=C1 4-Cyano-N-(3-(2-(cyclopropancarboxamido)pyridin-4-yl)-1H-indol-7-yl)benzamid